2,4-dimethylthioxanthone CC1=CC=2C(C3=CC=CC=C3SC2C(=C1)C)=O